(1r,3s,5s)-N-[(3-chlorophenyl)methyl]-8-[5-(5-fluoro-2-methylpyridin-4-yl)-1H-pyrazole-3-carbonyl]-8-azabicyclo[3.2.1]octane-3-carboxamide ClC=1C=C(C=CC1)CNC(=O)C1C[C@H]2CC[C@@H](C1)N2C(=O)C2=NNC(=C2)C2=CC(=NC=C2F)C